N1CC(C1)N1N=C2C=C(C(=CC2=C1)C)NC(C(C)N1C=C(C2=CC(=CC=C12)S(=O)(=O)N1CCCCC1)C)=O N-[2-(azetidin-3-yl)-5-methyl-indazol-6-yl]-2-[3-methyl-5-(1-piperidylsulfonyl)indol-1-yl]propanamide